O=C(CCN1C=CC2=CC(=CC=C12)N1C(NC2=C(C1=O)C1=C(S2)CCCCC1)=O)N1CCCC1 3-(1-(3-oxo-3-(pyrrolidin-1-yl)propyl)-1H-indol-5-yl)-1,5,6,7,8,9-hexahydro-2H-cyclohepta[4,5]thieno[2,3-d]pyrimidine-2,4(3H)-dione